(3S,4S) or (3R,4R)-4-(4-(6-chloro-2-((5-(difluoromethyl)-1-isopropyl-1H-pyrazol-4-yl)amino)quinazolin-7-yl)piperazin-1-yl)-4-methyltetrahydrofuran-3-ol ClC=1C=C2C=NC(=NC2=CC1N1CCN(CC1)[C@@]1([C@@H](COC1)O)C)NC=1C=NN(C1C(F)F)C(C)C |o1:17,18|